imidazole zinc salt [Zn].N1C=NC=C1